1-[(1s,3r)-3-[[tert-butyl-(diphenyl)silyl]oxymethyl]-6-fluoro-5-(3-hydroxy-3-methyl-but-1-ynyl)-1-methyl-3,4-dihydro-1H-isoquinolin-2-yl]-2-(2-chloro-6-fluoro-phenyl)ethanone C(C)(C)(C)[Si](OC[C@@H]1N([C@H](C2=CC=C(C(=C2C1)C#CC(C)(C)O)F)C)C(CC1=C(C=CC=C1F)Cl)=O)(C1=CC=CC=C1)C1=CC=CC=C1